(S)-4-(dimethylamino)-1-(4-((4-((6-methoxypyridin-3-yl)oxy)-3-methylphenyl)amino)-5-methyl-5,8-dihydropyrido[4',3':4,5]thieno[2,3-d]pyrimidin-7(6H)-yl)but-2-en-1-on CN(CC=CC(=O)N1CC2=C(C3=C(N=CN=C3NC3=CC(=C(C=C3)OC=3C=NC(=CC3)OC)C)S2)[C@@H](C1)C)C